2-[4-[[4-[3-[(2,6-dioxo-3-piperidyl)amino]phenyl]-1-piperidyl]methyl]cyclohexyl]-7-isopropoxy-N-[6-(trifluoromethyl)-2-pyridyl]imidazo[1,2-a]pyridine-6-carboxamide O=C1NC(CCC1NC=1C=C(C=CC1)C1CCN(CC1)CC1CCC(CC1)C=1N=C2N(C=C(C(=C2)OC(C)C)C(=O)NC2=NC(=CC=C2)C(F)(F)F)C1)=O